N,6-dimethyl-5-(3-methyl-4-((3-methyl-2-oxo-4-thioxo-1,2,3,4-tetrahydroquinazolin-7-yl)methyl)piperazin-1-yl)picolinamide CNC(C1=NC(=C(C=C1)N1CC(N(CC1)CC1=CC=C2C(N(C(NC2=C1)=O)C)=S)C)C)=O